ClC=1C=C2C(C(COC2=CC1)=CC1=CC(=C(C=C1)OCCCCN1CCCC1)OC)=O 6-chloro-3-(3-methoxy-4-(4-(pyrrolidin-1-yl)butoxy)benzylidene)chroman-4-one